tert-Butyl 2-(2-(2-(methylsulfonyl)pyrimidin-4-yl)-4-oxo-6,7-dihydrothieno[3,2-c]pyridin-5(4H)-yl)acetate CS(=O)(=O)C1=NC=CC(=N1)C1=CC=2C(N(CCC2S1)CC(=O)OC(C)(C)C)=O